(5R)-2-[6-(ethylamino)-3-pyridyl]-N-[(3S)-9-fluoro-2-oxo-5-phenyl-1,3-dihydro-1,4-benzodiazepine-3-yl]-5-methyl-6,7-dihydro-5H-pyrazolo[5,1-b][1,3]Oxazine-3-carboxamide C(C)NC1=CC=C(C=N1)C1=NN2C(O[C@@H](CC2)C)=C1C(=O)N[C@@H]1C(NC2=C(C(=N1)C1=CC=CC=C1)C=CC=C2F)=O